(benzyloxy)-2-chloro-5-hydroxy-6-methylnicotinic acid ethyl ester C(C)OC(C1=C(N=C(C(=C1OCC1=CC=CC=C1)O)C)Cl)=O